ClC1=C(C=CC(=C1)C1=C2C(=NC=C1)NC=C2F)C2([C@H](CN(C[C@H]2C)C(=O)OC(C)(C)C)C)O tert-butyl (3S,5R)-4-(2-chloro-4-(3-fluoro-1H-pyrrolo[2,3-b]pyridin-4-yl)phenyl)-4-hydroxy-3,5-dimethylpiperidine-1-carboxylate